FC=1C=CC=NC1N1CCC(CC1)N1CCN(CC1)C 5-fluoro-6-(4-(4-methylpiperazin-1-yl)piperidin-1-yl)pyridine